BrC1=CN(C2=NC=CC(=C21)C)S(=O)(=O)C2=CC=C(C)C=C2 3-Bromo-4-methyl-1-tosyl-1H-pyrrolo[2,3-b]pyridine